2,4-diethenyl-1,3,5,8-tetramethyl-porphine-6,7-dipropanoic acid C(=C)C=1C2(NC(C1C)(C(C1(C(=C(C(=N1)C=C1C=CC(N1)=CC=1C=CC(N1)=C2)C)CCC(=O)O)CCC(=O)O)C)C=C)C